N[C@@H]1CC(N([C@H]1C1=CC2=C(OCCO2)C=C1)C=1C=C2C=NN(C2=CC1)C1=CC=C(C=C1)F)=O (trans)-4-amino-5-(2,3-dihydrobenzo[b][1,4]dioxin-6-yl)-1-(1-(4-fluorophenyl)-1H-indazol-5-yl)pyrrolidin-2-one